CC(C(CC(=O)C1=CC=CC=C1)=O)(C)C 4,4-dimethyl-1-phenylpentane-1,3-dione